N-(3-(4'-((3-chloropyridin-4-yl)methoxy)-4,5,5',6'-tetrahydro-2H-spiro[furan-3,8'-pyrano[3,4-b]pyridin]-2'-yl)-1-methyl-1H-pyrrolo[2,3-c]pyridin-5-yl)acetamide ClC=1C=NC=CC1COC1=C2C(=NC(=C1)C1=CN(C3=CN=C(C=C31)NC(C)=O)C)C3(OCC2)COCC3